O1-benzyl O2-methyl (2S,4S)-4-[3-[3-[3-(tert-butoxycarbonylamino)propyl]benzimidazol-4-yl]phenoxy]pyrrolidine-1,2-dicarboxylate C(C)(C)(C)OC(=O)NCCCN1C=NC2=C1C(=CC=C2)C=2C=C(O[C@H]1C[C@H](N(C1)C(=O)OCC1=CC=CC=C1)C(=O)OC)C=CC2